CC1=CC=C(O1)C(=O)NC1=NC=C(C=C1)C 5-methyl-N-(5-methylpyridin-2-yl)furan-2-carboxamide